DIHYDROIMIDAZOPYRIDOPYRIMIDINE N1CNC=2C1=CC1=C(C=NC=N1)N2